1-(1-Aminoisochinolin-4-yl)-N-(5-cyano-6-(2H-1,2,3-triazol-2-yl)pyridin-3-yl)-5-(trifluoromethyl)-1H-pyrazol-4-carboxamid NC1=NC=C(C2=CC=CC=C12)N1N=CC(=C1C(F)(F)F)C(=O)NC=1C=NC(=C(C1)C#N)N1N=CC=N1